7-bromo-2-tetrahydropyran-2-yl-pyrazolo[4,3-c]pyridin-4-amine BrC=1C=2C(C(=NC1)N)=CN(N2)C2OCCCC2